3-(5-((4-(6-fluoropyridin-2-yl)piperazin-1-yl)methyl)-1-oxoisoindolin-2-yl)piperidine-2,6-dione FC1=CC=CC(=N1)N1CCN(CC1)CC=1C=C2CN(C(C2=CC1)=O)C1C(NC(CC1)=O)=O